(8r,9r)-5-fluoro-8-(4-fluorophenyl)-9-(5,5-dimethyl-2,4-imidazolindione-3-yl)-8,9-dihydro-2H-pyrido[4,3,2-de]phthalazin-3(7H)-one FC=1C=C2C=3C(=NNC(C3C1)=O)[C@@H]([C@H](N2)C2=CC=C(C=C2)F)N2C(NC(C2=O)(C)C)=O